C[C@H]1[C@@H]([C@H]([C@H]([C@@H](O1)O)O)O)O[C@H]2[C@@H]([C@H]([C@@H]([C@H](O2)COC)O)OC)O The molecule is a disaccharide derivative consisting of alpha-L-rhamnose having a 3,6-di-O-methyl-beta-D-glucosyl residue attached at the 4-position; corresponds to the carbohydrate portion of synthetic antigens containing the Mycobacterium leprae-specific epitope.